(3-(6-aminoimidazo[1,2-a]pyridin-3-yl)phenyl)-2-(2-methoxyethoxy)acetamide NC=1C=CC=2N(C1)C(=CN2)C=2C=C(C=CC2)C(C(=O)N)OCCOC